2-(1-(3,4-difluorophenyl)-3-(thiophen-3-yl)-1H-pyrazol-4-yl)-5-methyl-3-(2-(2-oxoindol-5-yl)ethyl)oxazolidin-4-one FC=1C=C(C=CC1F)N1N=C(C(=C1)C1OC(C(N1CCC1=CC2=CC(N=C2C=C1)=O)=O)C)C1=CSC=C1